BrC1=C(C=CC=C1)CCN1C(N(C2=CC=CC=C2C1=O)CC1=CC=C(C(=O)NO)C=C1)=O 4-((3-(2-bromophenyl-ethyl)-2,4-dioxo-3,4-dihydroquinazolin-1(2H)-yl)methyl)-N-hydroxybenzoamide